N-(4-(5-(8-(4,4-difluoropiperidin-1-yl)-1,7-naphthyridin-6-yl)-1,3,4-oxadiazol-2-yl)-3-(6-azaspiro[2.5]octan-6-yl)phenyl)-2-hydroxyethanesulfonamide FC1(CCN(CC1)C=1N=C(C=C2C=CC=NC12)C1=NN=C(O1)C1=C(C=C(C=C1)NS(=O)(=O)CCO)N1CCC2(CC2)CC1)F